FC=1C=CC(=C(N)C1)S(=O)(=O)C 5-fluoro-2-methanesulfonylaniline